C(#N)N1CC(OCC1)C(=O)NC1=NC=CC(=C1)C1=CC(=NC=C1)C#N 4-Cyano-N-(2'-cyano-[4,4'-bipyridin]-2-yl)morpholine-2-carboxamide